NCCCN1C=C(C2=CC(=CC=C12)CN1CCC(CC1)CN1CCN(CC1)C=1C=C2CN(CC2=CC1)C1C(NC(CC1)=O)=O)C1=C(C=C(C=C1)OC)F 5-(4-((1-((1-(3-aminopropyl)-3-(2-fluoro-4-methoxyphenyl)-1H-indol-5-yl)methyl)piperidin-4-yl)methyl)piperazin-1-yl)-2-(2,6-dioxopiperidin-3-yl)isoindoline